3-(chroman-6-yl)-1-isopropyl-1H-pyrazolo[3,4-d]pyrimidin-4-amine O1CCCC2=CC(=CC=C12)C1=NN(C2=NC=NC(=C21)N)C(C)C